N-{4-[7-(2-chloro-5-fluoropyridin-4-yl)-1H,2H,3H-pyrido[3,4-b][1,4]oxazin-1-yl]pyridin-2-yl}-3-(4-methylpiperazin-1-yl)propanamide ClC1=NC=C(C(=C1)C1=CC2=C(OCCN2C2=CC(=NC=C2)NC(CCN2CCN(CC2)C)=O)C=N1)F